6-[[1-(oxetan-3-yl)-4-piperidyl-oxy]pyridazin-3-yl-amino]benzimidazol-1-yl-pyridine-3-carbonitrile O1CC(C1)N1CCC(CC1)ON(C=1C=CC2=C(N(C=N2)C2=NC=CC=C2C#N)C1)C=1N=NC=CC1